7-bromo-4-chloro-1H-pyrazolo[4,3-c]pyridine BrC=1C2=C(C(=NC1)Cl)C=NN2